C(C1=CC=CC=C1)OC(=O)N1C2CN(CC1CC2)C=2C1=C(N=C(N2)Cl)CN(CC1)C(=O)OC(C)(C)C tert-butyl 4-(8-((benzyloxy)carbonyl)-3,8-diazabicyclo[3.2.1]octan-3-yl)-2-chloro-5,8-dihydropyrido[3,4-d]pyrimidine-7(6H)-carboxylate